indenyl-dimethylzirconium C1(C=CC2=CC=CC=C12)[Zr](C)C